(1R,3S)-3-(5-{2-[3-(benzyloxy)-2-(1,3-dioxolan-2-yl)phenyl]-1,3-oxazole-5-amido}-2H-pyrazol-3-yl)cyclopentyl N-isopropylcarbamate C(C)(C)NC(O[C@H]1C[C@H](CC1)C=1NN=C(C1)NC(=O)C1=CN=C(O1)C1=C(C(=CC=C1)OCC1=CC=CC=C1)C1OCCO1)=O